1-{6-[(S)-Amino(4,4-difluorocyclohexyl)methyl]imidazo[1,2-b][1,2,4]triazin-3-yl}-N-(2,2-difluoropropyl)-4,4-difluorocyclohexanecarboxamide N[C@H](C=1N=C2N(N=CC(=N2)C2(CCC(CC2)(F)F)C(=O)NCC(C)(F)F)C1)C1CCC(CC1)(F)F